F[B-](F)(F)F.OC1=CC=C(C=C1)[S+](C)CC1=C(C=CC=C1)C 4-hydroxyphenyl-(o-methylbenzyl)methylsulfonium tetrafluoroborate